3-hydroxy-6-(5-(4-(pyrimidin-2-yl)piperazin-1-yl)pentyl)pyridinecarbaldehyde OC=1C(=NC(=CC1)CCCCCN1CCN(CC1)C1=NC=CC=N1)C=O